C(C)C=1C=NC(=NC1)C=1C=NC(=NC1)SCC 5-ethyl-2'-(ethylthio)-2,5'-bipyrimidine